FC1=C(C=CC(=C1)C(F)(F)F)[C@@H](C)N (R)-1-(2-fluoro-4-(trifluoromethyl)phenyl)ethan-1-amine